3-(6-chloro-5-((3-(trifluoromethyl)benzyl)oxy)-1H-indol-3-yl)-2-cyanoacrylamide ClC1=C(C=C2C(=CNC2=C1)C=C(C(=O)N)C#N)OCC1=CC(=CC=C1)C(F)(F)F